(3b,6b)-6-[[3-[[4-[(3-Aminopropyl)amino]butyl]amino]propyl]amino]-cholestan-3-ol NCCCNCCCCNCCCN[C@@H]1C[C@H]2[C@@H]3CC[C@H]([C@@H](CCCC(C)C)C)[C@]3(CC[C@@H]2[C@]2(CC[C@@H](CC12)O)C)C